S1C2=C(C=C1B1OC(C(O1)(C)C)(C)C)C=CC=C2 2-(benzo[b]thiophen-2-yl)-4,4,5,5-tetramethyl-1,3,2-dioxaborolane